5-(1H-pyrazol-4-yl)-2-{6-[(pyrrolidin-3-yl)amino][1,3]thiazolo[4,5-c]pyridazin-3-yl}phenol formate C(=O)OC1=C(C=CC(=C1)C=1C=NNC1)C1=CC2=C(N=N1)N=C(S2)NC2CNCC2